Cl.C(C)(C)(C)N1C[C@H]([C@@H](C1)C1=CC=C(C=C1)Cl)C(=O)N1C[C@H](C[C@H]1C(=O)N1CCOCC1)N(C(C(C)(C)C)=O)C1CCC(CC1)(C)C N-((3S,5S)-1-((3S,4R)-1-(tert-butyl)-4-(4-chlorophenyl)pyrrolidine-3-carbonyl)-5-(morpholine-4-carbonyl)pyrrolidin-3-yl)-N-(4,4-dimethylcyclohexyl)pivalamide hydrochloride